C(C)(=O)NC1=CC(=C(C(=O)O)C=C1)C 4-Acetamido-2-methylbenzoic acid